C(C)(C)N1N=CC(=C1NC(=O)C1COCC1)C(=O)N isopropyl-5-(tetrahydrofuran-3-carboxamido)-1H-pyrazole-4-carboxamide